BrC=1C(=CC=C2N=CC(=NC12)C=1C=NN(C1)C1OCCCC1)OC=1C=CC2=C(N(C(=N2)C)COCC[Si](C)(C)C)C1 8-Bromo-7-((2-methyl-1-((2-(trimethylsilyl)ethoxy)methyl)-1H-benzo[d]imidazol-6-yl)oxy)-2-(1-(tetrahydro-2H-pyran-2-yl)-1H-pyrazol-4-yl)quinoxaline